ClC(CN(C)C)C1=CC(=CC(=C1)Cl)Cl 2-chloro-2-(3,5-dichlorophenyl)-N,N-dimethylethan-1-amine